Phenyl-[e]-indole C1(=CC=CC=C1)C=1NC2=CC=CC=C2C1